ClC=1C=NC(=NC1)CNC1=NC=NC2=C(C=C(C=C12)C1=CC=C(C=C1)F)OC N-((5-chloropyrimidin-2-yl)methyl)-6-(4-fluorophenyl)-8-methoxyquinazolin-4-amine